(S)-6-(4-chlorophenyl)-N-(5-fluoro-2,3-dihydro-1H-inden-1-yl)-2-(1-methyl-1H-pyrazol-4-yl)-3-oxo-2,3-dihydropyridazine-4-carboxamide ClC1=CC=C(C=C1)C=1C=C(C(N(N1)C=1C=NN(C1)C)=O)C(=O)N[C@H]1CCC2=CC(=CC=C12)F